FC1(CCC2=C1N=C(N=C2C2=CC=C(C(=O)N)C=C2)N2[C@H]([C@@H](C2)O)C)F 4-(7,7-difluoro-2-((2S,3R)-3-hydroxy-2-methylazetidin-1-yl)-6,7-dihydro-5H-cyclopenta[d]pyrimidin-4-yl)benzamide